methyl 2-((2-(3-((tert-butoxycarbonyl)(6-methoxy-3-nitropyridin-2-yl)amino)prop-1-yn-1-yl)-3,4-difluorophenyl)amino)-4,5-difluorobenzoate C(C)(C)(C)OC(=O)N(CC#CC1=C(C=CC(=C1F)F)NC1=C(C(=O)OC)C=C(C(=C1)F)F)C1=NC(=CC=C1[N+](=O)[O-])OC